CN(C)CC1=CC=C(C=C1)S(=O)(=O)NC(CC1=C(C=C(C=C1C(C)C)C1=CC(=CC=C1)F)C(C)C)=O N-{4-[(dimethylamino)methyl]benzene-sulfonyl}-2-[4-(3-fluorophenyl)-2,6-bis(propan-2-yl)phenyl]acetamide